tert-butyl N-[2-(1-oxo-6-propoxy-isoindolin-2-yl)ethyl]carbamate O=C1N(CC2=CC=C(C=C12)OCCC)CCNC(OC(C)(C)C)=O